ClC1=C(C=CC(=C1)F)CC(=O)N1CC(CCC1C)C(=O)O 1-(2-(2-chloro-4-fluorophenyl)acetyl)-6-methylpiperidine-3-carboxylic acid